CC(C)(OC=1C2=CC=CC=C2C(=C2C=CC=CC12)OC(C)(C)C)C 9,10-bis(1,1-dimethylethoxy)-anthracene